ClC1=C(C=C(C=C1)C1=NN(C(=N1)CC(=O)NCC1=CC(=NC=C1)C(F)F)CC)F 2-[3-(4-Chloro-3-fluorophenyl)-1-ethyl-1H-1,2,4-triazol-5-yl]-N-{[2-(difluoromethyl)pyridin-4-yl]methyl}acetamid